dimethyl-oxirane CC1C(O1)C